8-[6-(1,3,4-thiadiazol-2-yl)pyrazin-2-yl]-2-[6-(trifluoromethyl)pyridin-3-yl]-2,8-diazaspiro[4.5]decan-3-one S1C(=NN=C1)C1=CN=CC(=N1)N1CCC2(CC(N(C2)C=2C=NC(=CC2)C(F)(F)F)=O)CC1